C(C)OC=1C=C(C=C(C1)[N+](=O)[O-])C1(COC1)CC(=O)O [3-(3-ethoxy-5-nitrophenyl)oxetan-3-yl]acetic acid